C(C)(C)(C)OC(=O)N1CCC(CC1)C=1C=NC(=CC1)CO.BrC=1C(=C(C=C(C1)F)C12CC3CC(CC(C1)C3)C2)OCOC 1-(3-bromo-5-fluoro-2-(methoxymethoxy)phenyl)adamantane tert-Butyl-4-(6-(hydroxymethyl)pyridin-3-yl)piperidine-1-carboxylate